tert-butyl N-[[4-(2-nitroanilino)phenyl]methyl]carbamate [N+](=O)([O-])C1=C(NC2=CC=C(C=C2)CNC(OC(C)(C)C)=O)C=CC=C1